C1(=CC=CC=C1)CCC=1C=C2C(=NC=NC2=CC1)N1CC2(C1)CCN(CC2)C(=O)OC(C)(C)C tert-Butyl 2-[6-(2-phenylethyl)quinazolin-4-yl]-2,7-diazaspiro[3.5]nonane-7-carboxylate